N1C(=CC=2C=NC=CC21)C(=O)O 1H-pyrrolo[3,2-c]pyridine-2-carboxylic acid